benzophenanthramide C=1(C=2C=3C=CC=CC3C3=C(C2C=CC1)C=CC=C3)C(=O)N